4-(N-(1-(7H-pyrrolo[2,3-d]pyrimidin-4-yl)piperidin-4-yl)sulfamoyl)-2,3,5,6-tetrafluorobenzoic acid N1=CN=C(C2=C1NC=C2)N2CCC(CC2)NS(=O)(=O)C2=C(C(=C(C(=O)O)C(=C2F)F)F)F